NC1=C(C(=O)NC2CCC(CC2)O)C=C(C=N1)C1=CC=C(C=C1)[C@@]12CN(C[C@H]2C1)C(CF)CF 2-amino-5-(4-((1r,5s)-3-(1,3-difluoropropan-2-yl)-3-azabicyclo[3.1.0]hex-1-yl)phenyl)-N-((1r,4r)-4-hydroxycyclohexyl)nicotinamide